CC1=C(C=2N(C=C1C1=C(C=3N=C(SC3N1)N1CCC(CC1)NCC1(CCC1)OC)C(C)C)N=CN2)C 1-(5-(7,8-dimethyl-[1,2,4]triazolo[1,5-a]pyridin-6-yl)-6-isopropyl-4H-pyrrolo[3,2-d]thiazol-2-yl)-N-((3-methyloxycyclobutan-3-yl)methyl)piperidin-4-amine